1-(2-((8-amino-6-(3-cyanophenyl)-5-(pyrimidin-4-yl)-[1,2,4]triazolo[1,5-a]pyrazin-2-yl)methyl)-3-fluorobenzyl)azetidine-3-carboxylic acid NC=1C=2N(C(=C(N1)C1=CC(=CC=C1)C#N)C1=NC=NC=C1)N=C(N2)CC2=C(CN1CC(C1)C(=O)O)C=CC=C2F